dihydro-4'h,8'h-spiro[oxetan-3,7'-pyrazolo[1,5-a][1,4]diazepin]-4'-one N1CC=C2N1CC1(C=NC2=O)COC1